(1S,2R)-2-[(5S)-5H-Imidazo[4,3-a]isoindol-5-yl]-7-methansulfonyl-7-azaspiro[3.5]nonan-1-ol C=1N=CN2C1C1=CC=CC=C1[C@@H]2[C@@H]2[C@@H](C1(C2)CCN(CC1)S(=O)(=O)C)O